ethyloxyl-octyl-phenol C(C)OC=1C(=C(C=CC1)O)CCCCCCCC